[4-[[(3,4-dimethylpyrimido[4',5':4,5]thieno[2,3-c]pyridazin-8-yl)amino]methyl]phenyl]-(1-piperidinyl)methanone CC1=C(C2=C(N=N1)SC1=C2N=CN=C1NCC1=CC=C(C=C1)C(=O)N1CCCCC1)C